FC(C(=O)O)(F)F.N1N=NN=C1C1CCNCC1 4-(1H-tetrazol-5-yl)piperidine trifluoroacetate